5-(1,2-dimethyl-5-hexenyl)-2-norbornene CC(C(CCC=C)C)C1C2C=CC(C1)C2